BrC=1C=C2C=CN(C(C2=C(C1)Cl)=O)C 6-bromo-8-chloro-2-methylisoquinolin-1(2H)-one